tri(dimethylamino)cyclopentadienyl-titanium CN(C)[Ti](C1C=CC=C1)(N(C)C)N(C)C